2,6-dibromo-4-fluoro-3-methyl-aniline BrC1=C(N)C(=CC(=C1C)F)Br